FC1=C(C=CC=C1C[C@@H]1N(CC[C@@H]1NS(=O)(=O)CC)C(C(C)(C)O)=O)C1=CC(=CC=C1)F N-((2S,3S)-2-((2,3'-difluorobiphenyl-3-yl)methyl)-1-(2-hydroxy-2-methylpropanoyl)pyrrolidine-3-yl)ethanesulfonamide